N[C@@H]1[C@@H](CC=C1)C(=O)O cis-2-Amino-3-cyclopentene-1-carboxylic acid